[3-(2-dicyclohexylphosphinophenyl)-2,4-dimethoxy-phenyl]sulfonyloxysodium C1(CCCCC1)P(C1=C(C=CC=C1)C=1C(=C(C=CC1OC)S(=O)(=O)O[Na])OC)C1CCCCC1